C[C@@H](C(=O)O)[C@H](C(=O)O)C |r| (±)-(2R*,3R*)-2,3-dimethylsuccinic acid